C1(=CC=C(C=C1)C1=C(C(=NN1)C(F)(F)F)C#N)C1=CC=CC=C1 5-[(1,1'-biphenyl)-4-yl]-3-(trifluoromethyl)-1H-pyrazole-4-carbonitrile